C(CCC)N(C1=CC=C(C=C1)C1(OC(=O)C2=CC=CC=C12)C1=CC=C(C=C1)N(CCCC)CCCC)CCCC 3,3-bis(p-dibutylaminophenyl)-phthalide